tert-Butyl 4-(2'-(methylthio)-2,3,5',8'-tetrahydro-6'H-spiro[indene-1,7'-quinazolin]-4'-yl)piperazine-1-carboxylate CSC1=NC=2CC3(CCC2C(=N1)N1CCN(CC1)C(=O)OC(C)(C)C)CCC1=CC=CC=C13